BrC=1C=NC=C(C1N1CCN(C2(CC2)C1)C(=O)OC(C)(C)C)C(F)F tert-butyl 7-(3-bromo-5-(difluoromethyl)pyridin-4-yl)-4,7-diazaspiro[2.5]octane-4-carboxylate